(Z)-2-(5-(3-bromobenzylidene)-2,4-dioxothiazolidin-3-yl)-N-(4-methyl-2-oxo-2H-chromen-7-yl)acetamide BrC=1C=C(\C=C/2\C(N(C(S2)=O)CC(=O)NC2=CC=C3C(=CC(OC3=C2)=O)C)=O)C=CC1